COCCN(C1=NC=CC(=C1)CC=1C=CC=C(C(=O)N)C1)S(N)(=O)=O 5-[[2-(2-methoxyethyl-sulfamoylamino)pyridin-4-yl]methyl]benzamide